ClC1=CC=C(C=C1)[C@H](C)OC=1C=C(C=CC1NS(=O)(=O)CC(F)(F)F)C1=NNC(=C1C(=O)N)NC1=NC=CN=C1 (S)-3-(3-(1-(4-chlorophenyl)ethoxy)-4-((2,2,2-trifluoroethyl)sulfonamido)phenyl)-5-(pyrazin-2-ylamino)-1H-pyrazole-4-carboxamide